2-{[(1S)-1-{4-[4-(4-acryloylpiperazin-1-yl)tetrahydro-2H-pyran-4-yl]phenyl}ethyl]amino}-4-(methylamino)-8-(propan-2-yl)pyrido[2,3-d]pyrimidin-7(8H)-on C(C=C)(=O)N1CCN(CC1)C1(CCOCC1)C1=CC=C(C=C1)[C@H](C)NC=1N=C(C2=C(N1)N(C(C=C2)=O)C(C)C)NC